2,2,2-trifluoro-N-((4-methyl-3-oxoquinuclidin-2-yl)methyl)acetamide FC(C(=O)NCC1N2CCC(C1=O)(CC2)C)(F)F